((3-(3-chloro-4-(trifluoromethyl)benzyl)-1,2,4-oxadiazol-5-yl)methyl)acrylic acid ClC=1C=C(CC2=NOC(=N2)CC(C(=O)O)=C)C=CC1C(F)(F)F